C(C)(C)(C)OC(C1=CC=C(C=C1)N1CCC(CC1)CN1CCN(CC1)C=1C=C2C(N(C(C2=CC1)=O)C1C(NC(CC1)=O)=O)=O)=O 4-[4-[[4-[2-(2,6-dioxo-3-piperidinyl)-1,3-dioxo-isoindolin-5-yl]piperazin-1-yl]methyl]-1-piperidinyl]benzoic acid tert-butyl ester